2-(8-oxa-5-azaspiro[3.5]nonan-5-yl)ethanamine C1CCC12N(CCOC2)CCN